(2R)-2-(9H-fluoren-9-yl-methoxycarbonyl-amino)propanoic acid C1=CC=CC=2C3=CC=CC=C3C(C12)N([C@@H](C(=O)O)C)C(=O)OC